OCCN(C(=O)CN1C(=NC2=C3CC[C@@H](NC3=CC=C21)C)CCN2C(C=CC=C2)=O)C (7S)-3-{[(2-Hydroxyethyl)(methyl)carbamoyl]methyl}-7-methyl-2-[2-(2-oxo-1,2-dihydropyridin-1-yl)ethyl]-3H,6H,7H,8H,9H-imidazo[4,5-f]chinolin